C(C)S(=O)(=O)N1CC2(C1)CC(N(CC2)CC2=C1C=CNC1=C(C=C2OC)C)C2=CC=C(C(=O)O)C=C2 4-[2-(ethanesulfonyl)-7-[(5-methoxy-7-methyl-1H-indol-4-yl)methyl]-2,7-diazaspiro[3.5]nonan-6-yl]benzoic acid